bis(4-isocyanatophenyl)-1-phenylethane N(=C=O)C1=CC=C(C=C1)C(C)(C1=CC=CC=C1)C1=CC=C(C=C1)N=C=O